FC(CC1=C(NC2=CC=C(C=C12)C1CCN(CC1)C(CNC)=O)C=1C=CC=2N(C1)C=C(N2)C)F 1-(4-(3-(2,2-difluoroethyl)-2-(2-methylimidazo[1,2-a]pyridin-6-yl)-1H-indol-5-yl)piperidin-1-yl)-2-(methylamino)ethan-1-one